[N+](=O)([O-])C1=CC=C(C=C1)S(=O)(=O)ON1N=NC2=C1C=CC=C2 1H-benzo[d][1,2,3]triazol-1-yl 4-nitrobenzenesulfonate